nitrosophenol hydrochloride Cl.N(=O)C1=C(C=CC=C1)O